C(CCCCCCC)[Sb]C1CCC1 octylcyclobutyl-antimony